3-(1-(3-((2-(4-chloro-1-methyl-1H-pyrazol-5-yl)-5-fluoropyrimidin-4-yl)oxy)azetidine-1-carbonyl)-4,5-dihydro-1H-pyrazol-5-yl)-5-fluorobenzonitrile ClC=1C=NN(C1C1=NC=C(C(=N1)OC1CN(C1)C(=O)N1N=CCC1C=1C=C(C#N)C=C(C1)F)F)C